O=C1N(C(C2=CC=CC=C12)=O)CC=O (1,3-dioxo-1,3-dihydro-2H-isoindol-2-yl)acetaldehyde